(R)-1-(4-((4-(4-(6-(5-(2-(2,4-difluorophenyl)pyrrolidin-1-yl)pyrazolo[1,5-a]pyrimidin-3-yl)pyridin-2-yl)piperazin-1-yl)piperidin-1-yl)methyl)phenyl)dihydropyrimidine-2,4(1H,3H)-dione FC1=C(C=CC(=C1)F)[C@@H]1N(CCC1)C1=NC=2N(C=C1)N=CC2C2=CC=CC(=N2)N2CCN(CC2)C2CCN(CC2)CC2=CC=C(C=C2)N2C(NC(CC2)=O)=O